1-((S)-3-((9-ethyl-2-(((2RS,3SR)-4,4,4-trifluoro-3-hydroxybutan-2-yl)amino)-9H-purin-6-yl)amino)pyrrolidin-1-yl)ethan-1-one C(C)N1C2=NC(=NC(=C2N=C1)N[C@@H]1CN(CC1)C(C)=O)N[C@H](C)[C@@H](C(F)(F)F)O |&1:21,23|